3-carbamoylpyridin C(N)(=O)C=1C=NC=CC1